FC=1C=C(C=C(C1OC1=CC2=C(N(N=N2)C)C=C1)C)NC1=NC=NC2=C1N=C(N=C2)N2C[C@H](N(CC2)C(C=C)=O)C (R)-1-(4-(8-((3-fluoro-5-methyl-4-((1-methyl-1H-benzo[d][1,2,3]triazol-5-yl)oxy)phenyl)amino)pyrimido[5,4-d]pyrimidin-2-yl)-2-methylpiperazin-1-yl)prop-2-en-1-one